fluorodioxole FC1OC=CO1